FC1C(CCCC1)C1C(CCCC1)(P(O)(O)=O)CC(F)(F)F.CC(CC(C)=O)(C)SSC(C)CCC1=CC=CC=C1 4-methyl-4-((4-phenylbutan-2-yl)dithio)pentan-2-one (2-fluorocyclohexyl)(2,2,2-trifluoroethyl)cyclohexylphosphonate